[C@@H]12[C@@H](C[C@@H](CC1)C2)CC(CCC=C)=O |r| [(1RS,2SR,4SR)-bicyclo[2.2.1]hept-2-yl]-5-hexen-2-one